tert-butyl (2R,4S)-2-[2,3-dichloro-6-(methoxymethoxy)phenyl]-4-[(2-hydroxyacetamido)methyl]pyrrolidine-1-carboxylate ClC1=C(C(=CC=C1Cl)OCOC)[C@@H]1N(C[C@@H](C1)CNC(CO)=O)C(=O)OC(C)(C)C